CN(C)C1=CC=C(C(=O)OCCOCCCC)C=C1 n-butoxyethyl 4-(N,N-dimethylamino)benzoate